7-[4-(isopropylamino)-5-{5-[4-(piperidine-4-carbonyl)piperazin-1-yl]-1,3,4-thiadiazol-2-yl}pyridin-2-yl]pyrrolo[1,2-b]pyridazine-3-carbonitrile C(C)(C)NC1=CC(=NC=C1C=1SC(=NN1)N1CCN(CC1)C(=O)C1CCNCC1)C1=CC=C2N1N=CC(=C2)C#N